C(C1=CC=CC=C1)OC1=NC(=CC=C1N1C(N(C2=C1C=CC(=C2)NC2=C(C=C(C=C2)C(C(=O)O)C)C)C)=O)OCC2=CC=CC=C2 2-[4-[[1-(2,6-dibenzyloxy-3-pyridyl)-3-methyl-2-oxo-benzimidazol-5-yl]amino]-3-methyl-phenyl]propanoic acid